5-((2,3-dichlorophenyl)thio)-N2-(morpholin-2-ylmethyl)pyrazine-2,6-diamine ClC1=C(C=CC=C1Cl)SC=1N=CC(=NC1N)NCC1CNCCO1